C(CCCC)OC1=CC=C(C=C1)S(=O)(=O)Cl 4-(Pentyloxy)benzenesulfonyl chloride